3-(5-((tert-butyldimethylsilyloxy)methyl)-pyridin-3-yl)-6-chloroimidazo[1,2-b]pyridazine [Si](C)(C)(C(C)(C)C)OCC=1C=C(C=NC1)C1=CN=C2N1N=C(C=C2)Cl